(S)-quinuclidin-3-yl (5-(4-fluoro-3-methylphenyl)-2,2-dimethyl-2,3-dihydro-1H-inden-1-yl)carbamate FC1=C(C=C(C=C1)C=1C=C2CC(C(C2=CC1)NC(O[C@@H]1CN2CCC1CC2)=O)(C)C)C